O=C\1NC2=CC=C(C=C2/C1=C\1/NC2=CC=CC=C2/C1=N\OCCN1CCNCC1)C#N (2Z,3E)-2'-oxo-3-((2-(piperazin-1-yl)ethoxy)imino)-[2,3'-biindolinylidene]-5'-carbonitrile